C[C@]12CC(CC(CC1)(N2)C)N(C=2SC=1N=C(N=CC1N2)C2=CC1=CN(N=C1C(=C2)F)C)C N-[(1R)-1,5-Dimethyl-8-azabicyclo[3.2.1]octan-3-yl]-5-(7-fluoro-2-methyl-2H-indazol-5-yl)-N-methyl[1,3]thiazolo[5,4-d]pyrimidin-2-amin